[Pd](Cl)Cl.C1=CCCC=CCC1 1,5-cyclooctadiene palladium chloride